1-((4-((4-(1-(2,2,2-Trifluoroethyl)-1H-pyrazol-4-yl)-5-(trifluoromethyl)pyrimidin-2-yl)-amino)piperidin-1-yl)sulfonyl)piperidine-3-carbaldehyde FC(CN1N=CC(=C1)C1=NC(=NC=C1C(F)(F)F)NC1CCN(CC1)S(=O)(=O)N1CC(CCC1)C=O)(F)F